C1(CC1)S(=O)(=O)N1N=CC(=C1)C1=NC=CC(=N1)C1(NC=C(C(=C1)NC(C)C)C#CC=1C=NN(C1)CC(F)F)N 2-(2-(1-(Cyclopropylsulfonyl)-1H-pyrazol-4-yl)pyrimidin-4-yl)-5-((1-(2,2-difluoroethyl)-1H-pyrazol-4-yl)ethynyl)-N4-isopropylpyridine-2,4-diamine